(3S)-1-(6-nitro-3-pyridyl)piperidin-3-amine [N+](=O)([O-])C1=CC=C(C=N1)N1C[C@H](CCC1)N